methyl 2-bromobenzoate BrC1=C(C(=O)OC)C=CC=C1